(S)-N-(1-(1-(2,4-bis(trifluoromethyl)phenyl)ethyl)-1H-pyrazol-4-yl)-5-(pyrimidin-4-yl)-1,3,4-thiadiazole-2-carboxamide FC(C1=C(C=CC(=C1)C(F)(F)F)[C@H](C)N1N=CC(=C1)NC(=O)C=1SC(=NN1)C1=NC=NC=C1)(F)F